tert-butyl 2-((phenoxycarbonyl)oxy)acetate O(C1=CC=CC=C1)C(=O)OCC(=O)OC(C)(C)C